P(=O)([O-])([O-])[O-].FOF.[Na+].[Na+].[Na+] sodium difluorooxygen phosphate